COC(=O)[C@@]12CCCN2[C@H]([C@H](C1)C(=O)OC(C)(C)C)COCC1=CC=CC=C1 (2S,3R,7aR)-3-((benzyloxy)methyl)tetrahydro-1H-pyrrolizine-2,7a(5H)-dicarboxylic acid 2-(tert-butyl) 7a-methyl ester